FC(I)F difluoroiodomethane